C(#N)CNCCN1C(N(CC1)CCN(CCNCC#N)CCNCC#N)=O 2,2'-((((2-(3-(2-((cyanomethyl)amino)eth-yl)-2-oxoimidazolidin-1-yl)ethyl)azanediyl)bis(eth-ane-2,1-diyl))bis(azanediyl))diacetonitrile